N-(5-(2,4-dichloro-6-methylphenyl)thiazolo[5,4-b]pyridin-2-yl)-5-(2-methoxyphenyl)pyridazine-4-carboxamide ClC1=C(C(=CC(=C1)Cl)C)C1=CC=C2C(=N1)SC(=N2)NC(=O)C2=CN=NC=C2C2=C(C=CC=C2)OC